methyl (1r,4r)-4-(3-chloroanilino)-2'-[2-(1,4-dioxaspiro[4.5]decan-8-yl)propyl]spiro[cyclohexane-1,1'-indene]-4-carboxylate ClC=1C=C(NC2(CCC3(C(=CC4=CC=CC=C34)CC(C)C3CCC4(OCCO4)CC3)CC2)C(=O)OC)C=CC1